C(C)(C)(C)C=1C=C(C=C(C1O)C(C)(C)C)C(C(=O)OCCCCCCCCCCCCCCCCCC)C octadecyl 3,5-di-tert-butyl-4-hydroxy-phenylpropionate